2-(3-(4-(2-((S)-4-acetyl-3-(hydroxymethyl)piperazin-1-yl)ethoxy)phenyl)ureido)-N-(4-(((2S,4R)-2-methyl-1-propionyl-1,2,3,4-tetrahydroquinolin-4-yl)amino)phenyl)acetamide C(C)(=O)N1[C@@H](CN(CC1)CCOC1=CC=C(C=C1)NC(NCC(=O)NC1=CC=C(C=C1)N[C@@H]1C[C@@H](N(C2=CC=CC=C12)C(CC)=O)C)=O)CO